C1CCCC12CNCC(C2)OC2=NC(=NC(=C2)C2=C(C=CC=C2C)C)NS(=O)(=O)C=2C=C(C(=O)O)C=CC2 3-[[4-(7-Azaspiro[4.5]decan-9-yloxy)-6-(2,6-dimethylphenyl)pyrimidin-2-yl]sulfamoyl]benzoic acid